(Z)-3-methyl-N'-(3-(3-(3-(pentafluoro-sulfaneyl)-5-(trifluoromethyl)phenyl)-1H-1,2,4-triazol-1-yl)acryloyl)butanehydrazide CC(CC(=O)NNC(\C=C/N1N=C(N=C1)C1=CC(=CC(=C1)C(F)(F)F)S(F)(F)(F)(F)F)=O)C